(Z)-4-((6-((2,6-dimethoxybenzyl)sulfonyl)-3-oxo-3,4-dihydro-2H-benzo[b][1,4]thiazin-2-ylidene)methyl)-2-nitrophenyl 4-methylbenzenesulfonate CC1=CC=C(C=C1)S(=O)(=O)OC1=C(C=C(C=C1)\C=C/1\C(NC2=C(S1)C=CC(=C2)S(=O)(=O)CC2=C(C=CC=C2OC)OC)=O)[N+](=O)[O-]